2-Isopropyl-1-phenethyl-1H-pyrrole-3-carboxylic acid C(C)(C)C=1N(C=CC1C(=O)O)CCC1=CC=CC=C1